F[C@@]1([C@@](O[C@@H]([C@H]1O)CO)(N1C=NC=2C(N)=NC=NC12)[C@H]1C[C@H](O)[C@H](O)CO1)O deoxy-2'-fluoro-beta-D-arabinosyl-adenosine